2,3-dihydroxybenzamide OC1=C(C(=O)N)C=CC=C1O